4-(Dimethyl-amino)-N-(quinolin-8-yl)benzamide CN(C1=CC=C(C(=O)NC=2C=CC=C3C=CC=NC23)C=C1)C